2-[4,6-bis-(4-hydroxypiperidin-1-yl)-pyrimidin-2-ylamino]-4-methylthiazole-5-carboxylic acid ethyl ester C(C)OC(=O)C1=C(N=C(S1)NC1=NC(=CC(=N1)N1CCC(CC1)O)N1CCC(CC1)O)C